dibutyl adipate dinonyl-fumarate C(CCCCCCCC)\C(=C(/C(=O)O)\CCCCCCCCC)\C(=O)O.C(CCCCC(=O)OCCCC)(=O)OCCCC